bis(di-n-butylamino)methylvinylsilane C(CCC)N(CCCC)C(N(CCCC)CCCC)C=C[SiH3]